FC1=CC=C(CC=2SC=C(N2)C2=CC=C(C(=O)NCCCCO)C=C2)C=C1 4-(2-(4-fluorobenzyl)thiazol-4-yl)-N-(4-hydroxybutyl)benzamide